C1(CC1)S(=O)(=O)N1N=CC(=C1)C1=NC=CC(=N1)NC1=NC=C(C(=C1)NC1CCC(CC1)NCCF)C1=NN2C(CCCC2)=C1 N2-(2-(1-(Cyclopropylsulfonyl)-1H-pyrazol-4-yl)pyrimidin-4-yl)-N4-((1s,4s)-4-((2-fluoroethyl)amino)cyclohexyl)-5-(4,5,6,7-tetrahydropyrazolo[1,5-a]pyridin-2-yl)pyridine-2,4-diamine